N,N'-1,4-phenylenebis(5-methyl-2-hexaneamine) C1(=CC=C(C=C1)NC(C)CCC(C)C)NC(C)CCC(C)C